Butyl (s)-2-((4-methyl-3-((1-(7-(2-(2-methyl-1,3-dioxolan-2-yl)oxazol-5-yl)quinolin-5-yl)cyclopropyl)carbamoyl)phenoxy)methyl)azetidine-1-carboxylate CC1=C(C=C(OC[C@H]2N(CC2)C(=O)OCCCC)C=C1)C(NC1(CC1)C1=C2C=CC=NC2=CC(=C1)C1=CN=C(O1)C1(OCCO1)C)=O